(((1r,3r)-3-(2-(2-Methoxyethoxy)ethoxy)cyclobutoxy)methyl)benzene COCCOCCOC1CC(C1)OCC1=CC=CC=C1